NC1=NC=C(C2=C1C(=C(N2C)C2=CC=C(C=C2)NC(C=C)=O)C2=CC(=C(C=C2)NC(=O)NC2CC2)OC)C#N N-(4-(4-amino-7-cyano-3-(4-(3-cyclopropylureido)-3-methoxyphenyl)-1-methyl-1H-pyrrolo[3,2-c]pyridin-2-yl)phenyl)acrylamide